Trihydroxy-2-methylanthraquinone OC1=C(C(=C(C=2C(C3=CC=CC=C3C(C12)=O)=O)O)C)O